methyl 2-(4-(N,N-bis(4-methoxybenzyl) sulfamoyl)-1H-imidazol-1-yl)-2-methylpropionate COC1=CC=C(CN(S(=O)(=O)C=2N=CN(C2)C(C(=O)OC)(C)C)CC2=CC=C(C=C2)OC)C=C1